N-(5-((4-(5-cyclopropyl-3,3-dimethyl-2,3-dihydro-1H-pyrrolo[3,2-b]pyridin-1-yl)pyrimidin-2-yl)amino)-4-(difluoromethoxy)-2-((2-(dimethylamino)ethyl)(methyl)amino)phenyl)acrylamide C1(CC1)C1=CC=C2C(=N1)C(CN2C2=NC(=NC=C2)NC=2C(=CC(=C(C2)NC(C=C)=O)N(C)CCN(C)C)OC(F)F)(C)C